di(but-3-yn-1-yl) 3,3'-((4-hydroxybutyl)azanediyl)dipropionate OCCCCN(CCC(=O)OCCC#C)CCC(=O)OCCC#C